CC(C(O)(C)C)OC(NCCCCCCNC(OCCO)=O)=O Trimethyl-4,13-dioxo-3,14-dioxa-5,12-diaza-hexadecan-1,16-diol